C(C)N(CC)[N+](=NC(C(C(N=[N+](N(CC)CC)[O-])=O)OC1=CC=C(C=C1)OC)=O)[O-] 3,11-Diethyl-7-(4-methoxyphenoxy)-6,8-dioxo-3,4,5,9,10,11-hexaazatridec-4,9-diene 4,10-dioxide